Cl.Cl.ClC=1C=C(C=NC1N1CCNCC1)C1=NOC(=N1)CCN 2-[3-(5-chloro-6-piperazin-1-yl-3-pyridinyl)-1,2,4-oxadiazol-5-yl]ethanamine dihydrochloride